N1(CCOCC1)C(=O)C=1C=C2C(=CC=NC2=CC1)C=1C=NC=CC1 6-(morpholine-4-carbonyl)-4-(pyridin-3-yl)quinolin